(9H-fluoren-9-yl)methyl (S)-3-(((S)-4-((tert-butoxycarbonyl)amino)-1-((3,4-dichloro-2-fluorophenyl)amino)-1-oxobutan-2-yl)carbamoyl)-6-fluoro-3,4-dihydroisoquinoline-2(1H)-carboxylate C(C)(C)(C)OC(=O)NCC[C@@H](C(=O)NC1=C(C(=C(C=C1)Cl)Cl)F)NC(=O)[C@H]1N(CC2=CC=C(C=C2C1)F)C(=O)OCC1C2=CC=CC=C2C=2C=CC=CC12